ClC1=C(C=C(C=2C3=C(NC12)[C@@H](CNC(C3)=O)CCO)CC#N)Cl |r| racemic-2-(7,8-dichloro-5-(2-hydroxyethyl)-2-oxo-1,2,3,4,5,6-hexahydroazepino[4,5-b]indol-10-yl)acetonitrile